2-fluoro-1-(3-(7-(1-(1-methylazetidin-3-yl)-1H-pyrazol-4-yl)-3-(4-(trifluoromethyl)phenyl)-1H-pyrazolo[4,3-b]pyridin-1-yl)azetidin-1-yl)prop-2-en-1-one FC(C(=O)N1CC(C1)N1N=C(C2=NC=CC(=C21)C=2C=NN(C2)C2CN(C2)C)C2=CC=C(C=C2)C(F)(F)F)=C